FC1=C(C(=CC(=C1)C#CC1=CC=CC=C1)F)N1C(N([C@@](CC1=O)(C1=NN(C2=NC=CC=C21)C)C)C)=O (6S)-3-[2,6-Difluoro-4-(2-phenylethynyl)phenyl]-1,6-dimethyl-6-(1-methylpyrazolo[3,4-b]pyridin-3-yl)hexahydropyrimidine-2,4-dione